7-(8-chloro-1-naphthyl)-8-fluoro-N-methyl-2-[[(2S)-1-methylpyrrolidin-2-yl]methoxy]-N-[(3R)-pyrrolidin-3-yl]pyrido[4,3-d]pyrimidin-4-amine ClC=1C=CC=C2C=CC=C(C12)C1=C(C=2N=C(N=C(C2C=N1)N([C@H]1CNCC1)C)OC[C@H]1N(CCC1)C)F